Ethyl 5-((2-fluorophenyl)thio)-1H-1,2,3-triazole-4-carboxylate FC1=C(C=CC=C1)SC1=C(N=NN1)C(=O)OCC